1,1,1-trifluoro-2-[methylsulfanylmethyl(2,2,2-trifluoroethoxy)phosphoryl]oxy-ethane FC(COP(=O)(OCC(F)(F)F)CSC)(F)F